trifluoro-methylsulfolane FC1(C(S(=O)(=O)CC1)(C)F)F